BrC1=CC2=C(C(=NO2)C2=C(C=CC=C2)[C@H](CC2=NC=CC=C2)N[S@@](=O)C(C)(C)C)C=C1 (S)-N-{(S)-1-[2-(6-Bromobenzo[d]isoxazol-3-yl)phenyl]-2-(pyridine-2-yl)ethyl}-2-methylpropane-2-sulfinamide